3-(1'-((4-fluorobenzofuran-7-yl)methyl)-6-oxo-6,8-dihydro-2H,7H-spiro[furo[2,3-e]isoindole-3,4'-piperidin]-7-yl)piperidine-2,6-dione FC1=CC=C(C2=C1C=CO2)CN2CCC1(CC2)COC2=C3CN(C(C3=CC=C21)=O)C2C(NC(CC2)=O)=O